C(=C)[Si](OCCOC)(OCCOC)OCCOC vinyl-tris-(2-methoxyethoxy)-silane